5-(tert-butyl)-N1,N1,N3-triphenylbenzene-1,3-diamine C(C)(C)(C)C=1C=C(C=C(C1)N(C1=CC=CC=C1)C1=CC=CC=C1)NC1=CC=CC=C1